(3-methylimidazol-4-yl)boronic acid CN1C=NC=C1B(O)O